N-(2,6-dichloro-4-(4,4,5,5-tetramethyl-1,3,2-dioxaborolan-2-yl)phenyl)acetamide ClC1=C(C(=CC(=C1)B1OC(C(O1)(C)C)(C)C)Cl)NC(C)=O